CC=1N=C(SC1C(=O)OC1=C(C(=C(C(=C1F)F)F)F)F)NC(CCNC(C1=CC(=CC=C1)C1=NOC(=N1)C)=O)=O (2,3,4,5,6-pentafluorophenyl) 4-methyl-2-[3-[[3-(5-methyl-1,2,4-oxadiazol-3-yl)benzoyl]amino]propanoylamino]thiazole-5-carboxylate